C(C1=C(C=CC=C1)C1=CC=CC=C1)C1=C(C=CC=C1)C1=CC=CC=C1 Methylenebisbiphenyl